2-(4,5-diphenyloxazol-2-yl)sulfanyl-N-(2-methylcyclohexyl)acetamide C1(=CC=CC=C1)C=1N=C(OC1C1=CC=CC=C1)SCC(=O)NC1C(CCCC1)C